rac-5-((1r,2r)-2-(1-methyl-1H-benzo[d]imidazol-2-yl)cyclopropyl)-1,3,4-thiadiazol-2-amine CN1C(=NC2=C1C=CC=C2)[C@H]2[C@@H](C2)C2=NN=C(S2)N |r|